CN(C)CC1=CC(=C(S1)[S@](=O)(N)=NC(NC1=C2C(=NC3=C1CCC3)[C@@H](CC2)C)=O)F (S)-5-((Dimethylamino)methyl)-3-fluoro-N'-(((R)-3-methyl-1,2,3,5,6,7-hexahydrodicyclopenta[b,e]pyridin-8-yl)carbamoyl)thiophene-2-sulfonimidamide